6-(5-(2,6-dimethyl-1-(oxetan-3-yl)piperidin-4-yl)-3-isopropyl-1H-indol-2-yl)-7,8-dimethyl-[1,2,4]triazolo[4,3-a]pyridine CC1N(C(CC(C1)C=1C=C2C(=C(NC2=CC1)C=1C(=C(C=2N(C1)C=NN2)C)C)C(C)C)C)C2COC2